2-[[2-(2-fluorophenyl)acetyl]amino]-4-[2-(5-fluoropyrimidin-2-yl)oxyethyl-[4-(5,6,7,8-tetrahydro-1,8-naphthyridin-2-yl)butyl]amino]butanoic acid FC1=C(C=CC=C1)CC(=O)NC(C(=O)O)CCN(CCCCC1=NC=2NCCCC2C=C1)CCOC1=NC=C(C=N1)F